FC1([C@@H]([C@H](CCC1)N1CC2CN(CC2C1)C(C)C)NC(=O)N1CCC(CC1)(C)C1=NOC(=N1)[C@H]1[C@H](C1)F)F N-{(1R,6S)-2,2-difluoro-6-[5-(propan-2-yl)hexahydropyrrolo[3,4-c]pyrrol-2(1H)-yl]cyclohexyl}-4-{5-[(1S,2S)-2-fluorocyclopropyl]-1,2,4-oxadiazol-3-yl}-4-methylpiperidine-1-carboxamide